5-(2,3-dichlorophenyl)-3-[(1S)-2-methoxy-1-methyl-ethyl]-pyrimidine-2,4-dione ClC1=C(C=CC=C1Cl)C=1C(N(C(NC1)=O)[C@H](COC)C)=O